COC(=O)C1=C(C2CCC(C1)O2)NC(CC(=O)OCC)=O 2-(3-ethoxy-3-oxopropanamido)-8-oxabicyclo[3.2.1]Oct-2-ene-3-carboxylic acid methyl ester